pyrimidin-2-yl-piperidine-1-carboxylic acid tert-butyl ester C(C)(C)(C)OC(=O)N1C(CCCC1)C1=NC=CC=N1